1-(4'-((2-methoxyethoxy)methyl)-[1,1'-biphenyl]-3-yl)-N-(4-methyl-1-azabicyclo[3.2.2]non-4-yl)piperidine-4-carboxamide COCCOCC1=CC=C(C=C1)C1=CC(=CC=C1)N1CCC(CC1)C(=O)NC1(CCN2CCC1CC2)C